N-(((2R,3R,6R)-1-cyclopropyl-3,6-dimethyl-4-(2-(6-(trifluoromethyl)imidazo[1,2-a]pyridin-3-yl)pyrimidin-4-yl)piperazin-2-yl)methyl)methanesulfonamide C1(CC1)N1[C@@H]([C@H](N(C[C@H]1C)C1=NC(=NC=C1)C1=CN=C2N1C=C(C=C2)C(F)(F)F)C)CNS(=O)(=O)C